ClC(CC)C1=CC(=CC(=C1)F)F 1-(1-chloropropyl)-3,5-difluorobenzene